ClC=1C=C2C(CNCC2=CC1)C 6-chloro-4-methyl-1,2,3,4-tetrahydroisoquinoline